2-((2-chloro-5-nitropyridin-4-yl)thio)acetic acid ClC1=NC=C(C(=C1)SCC(=O)O)[N+](=O)[O-]